N-(4-methoxy-2-(trifluoromethyl)benzyl)-1-propionylpiperidine-4-carboxamide COC1=CC(=C(CNC(=O)C2CCN(CC2)C(CC)=O)C=C1)C(F)(F)F